o-tolylalanine C1(=C(C=CC=C1)N[C@@H](C)C(=O)O)C